2-[5-[(1S)-1-[[8-chloro-6-(trifluoromethyl)quinazolin-4-yl]amino]ethyl]-1,2,4-triazol-1-yl]thiazole-5-carbonitrile ClC=1C=C(C=C2C(=NC=NC12)N[C@@H](C)C1=NC=NN1C=1SC(=CN1)C#N)C(F)(F)F